C1(CC1)C1=NC(=CC(=C1)C(=O)N1CC2=C(C1)C=C(S2)C(=O)N2CCC(CC2)S(=O)(=O)N)OCC2OC=CCC2 1-[5-[2-cyclopropyl-6-(oxacyclohexen-4-ylmethoxy)pyridine-4-carbonyl]-4,6-dihydrothieno[2,3-c]pyrrole-2-carbonyl]piperidine-4-sulfonamide